COC(=O)N1[C@@H]([C@]2(CCOC(N2)=O)CCC1)CC=1C=C(C=CC1)C1=CC=CC=C1 (6R,7R)-7-({[1,1'-Biphenyl]-3-yl}methyl)-2-oxo-3-oxa-1,8-diazaspiro[5.5]undecane-8-carboxylic acid methyl ester